(S)-4-[2-(4-(methoxycarbonyl)thiazol-5-ylamino)-2-(2-phenylthiazol-4-yl)ethyl]-phenylaminosulfonic acid COC(=O)C=1N=CSC1N[C@@H](CC1=CC=C(C=C1)NS(=O)(=O)O)C=1N=C(SC1)C1=CC=CC=C1